1-(4-methoxy-2-(5-(tetrahydro-2H-pyran-4-yl)furan-2-carboxamido)phenyl)-N,N,4-trimethyl-piperidine-4-carboxamide COC1=CC(=C(C=C1)N1CCC(CC1)(C(=O)N(C)C)C)NC(=O)C=1OC(=CC1)C1CCOCC1